Racemic-9-(4-chloro-2-fluorophenyl)-2,3-dimethyl-7-[rac-(2R,4S)-2-(1-methylpyrazol-4-yl)oxan-4-yl]pyrazino[1,2-a]pyrimidin-4-one ClC1=CC(=C(C=C1)C1=NC(=CN2C1=NC(=C(C2=O)C)C)[C@@H]2C[C@@H](OCC2)C=2C=NN(C2)C)F |r|